C(=C)(C)C1=NC=CC(=C1)[N+](=O)[O-] 2-isopropenyl-4-nitro-pyridine